C1(CC1)C#C[C@@]1(NC=NC2=CC(=C(C=C12)F)CN1C=NC=C(C1=O)CO)C(F)(F)F (S)-4-(cyclopropylethynyl)-6-fluoro-7-((5-(hydroxymethyl)-6-oxopyrimidin-1(6H)-yl)methyl)-4-(trifluoromethyl)-3,4-dihydroquinazolin